3-(3,7-dimethylocta-2,6-dien-1-yl)-2,4-dihydroxy-N-(oxetan-2-ylmethyl)-6-pentylbenzenesulfonamide CC(=CCC=1C(=C(C(=CC1O)CCCCC)S(=O)(=O)NCC1OCC1)O)CCC=C(C)C